BrC=1C(=C2C(=NN(C2=CC1)C)C1CC1)F 5-bromo-3-cyclopropyl-4-fluoro-1-methyl-1H-indazole